(1-benzylpyrrolidine-3-yl)-3-(3-methoxyphenyl)thiourea C(C1=CC=CC=C1)N1CC(CC1)NC(=S)NC1=CC(=CC=C1)OC